C(C)(C)(C)C=1C=C(C=C(C1O)C(C)(C)C)CCC(=O)Cl 3-(3,5-di-tert-butyl-4-hydroxyphenyl)propionic acid chloride